C(C)(C)(C)N(C(=O)OCC)[C@H]1CN(C[C@@H](C1)O)C=1C2=C(N=C(N1)Cl)C(=C(N=C2)Cl)F tert-butyl-((3R,5R)-1-(2,7-dichloro-8-fluoropyrido[4,3-d]pyrimidin-4-yl)-5-hydroxypiperidine-3-yl)urethane